6-bromo-5-fluoro-1H-quinoxalin-2-one BrC=1C(=C2N=CC(NC2=CC1)=O)F